ClC1=C(C=C2C(=C(N(C2=C1F)C)C1=NNC(=N1)N(C(C)=O)C)C=1C=NNC1)OC N-(3-(6-chloro-7-fluoro-5-methoxy-1-methyl-3-(1H-pyrazol-4-yl)-1H-indol-2-yl)-1H-1,2,4-triazol-5-yl)-N-methylacetamide